(E)-N-[1-(2-nitrophenyl)-1H-pyrrole-2-yl-allylideneamino]-guanidine glutaric acid salt C(CCCC(=O)O)(=O)O.[N+](=O)([O-])C1=C(C=CC=C1)N1C(=CC=C1)C=CC=NN\C(=N\[H])\N